N[C@@H](CO)C(C)C (R)-2-amino-3-methylbutanol